(E)-3-(1H-Indazol-6-yl)-N-((1R,2R)-2-methylcyclohexyl)-acrylamid N1N=CC2=CC=C(C=C12)/C=C/C(=O)N[C@H]1[C@@H](CCCC1)C